methacrylamide 2-(pyridin-2-yldisulfaneyl)ethyl-acrylate N1=C(C=CC=C1)SSCCOC(C=C)=O.C(C(=C)C)(=O)N